α,α'-Dibromo-p-xylene C1=CC(=CC=C1CBr)CBr